Methyl 6-(benzyloxy)-9-(3-methoxyphenoxy)-[1,2,4]triazolo[5,1-a]isoquinoline-5-carboxylate C(C1=CC=CC=C1)OC1=C(N2C(C3=CC(=CC=C13)OC1=CC(=CC=C1)OC)=NC=N2)C(=O)OC